CN([C@@H]1CN(CCC1)C1=CC=C(C=C1)C=1OC2=C(C=C(C=C2C(C1C)=O)C)[C@@H](C)NC1=C(C(=O)OC(C)(C)C)C=CC=C1)C tert-butyl 2-[[(1R)-1-[2-[4-[(3S)-3-(dimethylamino)-1-piperidyl]phenyl]-3,6-dimethyl-4-oxo-chromen-8-yl]ethyl]amino]benzoate